C1(=CC=CC=C1)[S+](C1=CC=C(C=C1)C(C)(C)C)C1=CC=CC=C1 diphenyl-p-tert-butylphenyl-sulfonium